N1N(C=C2N1C=NC=C2)N triazolo[1,5-c]pyrimidin-2-amine